FC=1C=C2C=C(C=NC2=CC1F)NC1=NC(=NC=C1)NC=1C=CC2=C(N(CC(O2)CN(C)C)C)C1 4-(6,7-difluoro-3-quinolylamino)-2-{2-[(dimethylamino)methyl]-4-methyl-3,4-dihydro-2H-1,4-benzoxazin-6-ylamino}pyrimidine